OC1=C(CN2N=C(C=CC2=O)C=2C=NC(=NC2)OCC(F)(F)F)C=CC=C1 2-(2-hydroxybenzyl)-6-(2-(2,2,2-trifluoroethoxy)pyrimidin-5-yl)pyridazin-3(2H)-one